ClC=1C(=C(CNC(CN(C(CN2N=C(C3=CC=CC=C23)C(=O)N)=O)C2C(CCC2)O)=O)C=CC1)F 1-(2-((2-((3-chloro-2-fluorobenzyl)amino)-2-oxoethyl)(2-hydroxycyclopentyl)amino)-2-oxoethyl)-1H-indazole-3-carboxamide